CC=1SC(=CC1NC(OC(C)(C)C)=O)C tert-butyl N-(2,5-dimethylthiophen-3-yl)carbamate